2,3,5,6-tetrachloro-isophthalonitrile ClC1C(C#N)=C(C(=CC1(C#N)Cl)Cl)Cl